tert-Butyl [({[2-(2H-1,3-benzodioxol-5-yl)-1-methyl-ethyl]-N-methylcarbamoyl}methyl)-N-methylcarbamoyl]acetate O1COC2=C1C=CC(=C2)CC(C)N(C(=O)CN(C(=O)CC(=O)OC(C)(C)C)C)C